{6-[3-(1-Ethylpiperidin-4-yl)-5-fluoro-cinnolin-7-yl]-2-methylimidazo[1,2-b]pyridazin-8-yl}acetonitrile formate salt C(=O)O.C(C)N1CCC(CC1)C=1N=NC2=CC(=CC(=C2C1)F)C=1C=C(C=2N(N1)C=C(N2)C)CC#N